CS(=O)(=O)O[C@H]1CN(CCC1)C(=O)OC(C)(C)C tert-butyl (R)-3-((methylsulfonyl)oxy)piperidine-1-carboxylate